1-(7-((4-methoxy-5-(pyrazolo[1,5-a]pyridin-5-yl)-7H-pyrrolo[2,3-d]pyrimidin-2-yl)amino)-2-azaspiro[3.5]nonan-2-yl)ethan-1-one COC=1C2=C(N=C(N1)NC1CCC3(CN(C3)C(C)=O)CC1)NC=C2C2=CC=1N(C=C2)N=CC1